(+/-)-trans-4-(4-methoxyphenyl)-3-{[(methylsulfonyl)oxy]methyl}piperidine-1-carboxylic acid tert-butyl ester C(C)(C)(C)OC(=O)N1C[C@H]([C@@H](CC1)C1=CC=C(C=C1)OC)COS(=O)(=O)C |r|